2-{6-azaspiro[2.5]oct-6-yl}-4-bromonaphthalene-1-carboxylic acid C1CC12CCN(CC2)C2=C(C1=CC=CC=C1C(=C2)Br)C(=O)O